2-(8-methyl-3,8-diazabicyclo[3.2.1]octan-3-yl)-5-nitrobenzaldehyde CN1C2CN(CC1CC2)C2=C(C=O)C=C(C=C2)[N+](=O)[O-]